4-[6-({4-[2-amino-6-(3-cyano-2-ethoxyphenyl)-4-pyrimidinyl]-1H-1,2,3-triazol-1-yl}methyl)-2-pyridinyl]-4-methylpentanoic acid NC1=NC(=CC(=N1)C=1N=NN(C1)CC1=CC=CC(=N1)C(CCC(=O)O)(C)C)C1=C(C(=CC=C1)C#N)OCC